Allylstearat C(C=C)OC(CCCCCCCCCCCCCCCCC)=O